COC1=C(C=CC=C1)[C@@H](C)O (R)-1-(2-methoxy-phenyl)ethanol